1-(3-butene-1-oxy)-3-(propargyloxy)-2-propanol difluorophosphite P(F)(F)OC(COCCC=C)COCC#C